4-isobutoxybenzylidenesuccinic acid dipropyl ester C(CC)OC(C(CC(=O)OCCC)=CC1=CC=C(C=C1)OCC(C)C)=O